(-)-1-methyl-4-(prop-1-en-2-yl)cyclohex-2-en-1-ol CC1(C=CC(CC1)C(=C)C)O